FC=1C=C(C=CC1)NC=1C2=C(N=C(N1)NC=1C=NN(C1)C1CCN(CC1)C1COC1)SC=C2C N4-(3-fluorophenyl)-5-methyl-N2-(1-(1-(oxetan-3-yl)piperidin-4-yl)-1H-pyrazol-4-yl)thieno[2,3-d]pyrimidine-2,4-diamine